(2-(4-((6-((tert-butoxycarbonyl)amino)hexanamido)methyl)phenyl)thiazole-4-carbonyl)-O-(tert-butyldimethylsilyl)-Z-serinate C(C)(C)(C)OC(=O)NCCCCCC(=O)NCC1=CC=C(C=C1)C=1SC=C(N1)C(=O)OC([C@@H](N)CO[Si](C)(C)C(C)(C)C)=O